N1=C(C=CC=C1C1=C(C=CC=C1)C=1C(=C(C=C(C1)[Si](C)(C)CC(CC(C)(C)C)C)C12CC3CC(CC(C1)C3)C2)O)C2=C(C=CC=C2)C=2C(=C(C=C(C2)[Si](C)(C)CC(CC(C)(C)C)C)C23CC1CC(CC(C2)C1)C3)O 2',2'''-(pyridine-2,6-diyl)bis(3-(1-adamantyl)-5-((2,4,4-trimethylpentyl)dimethylsilyl)-[1,1'-biphenyl]-2-ol)